benzyl-(S)-(2-((tert-butoxycarbonyl)amino)propionyl)glycine C(C1=CC=CC=C1)N(CC(=O)O)C([C@H](C)NC(=O)OC(C)(C)C)=O